The molecule is a purine nucleoside in which hypoxanthine is attached to ribofuranose via a beta-N(9)-glycosidic bond. It has a role as a human metabolite, a Saccharomyces cerevisiae metabolite, an Escherichia coli metabolite and a mouse metabolite. It is a purines D-ribonucleoside and a member of inosines. It derives from a hypoxanthine and a ribofuranose. C1=NC2=C(C(=O)N1)N=CN2[C@H]3[C@@H]([C@@H]([C@H](O3)CO)O)O